C(#N)C1=NC2=CC(=CC(=C2N=C1N1CCC(CC1)(F)F)[C@@H](C)NC1=C(C(=O)O)C=CC=C1)OC (R)-2-((1-(2-cyano-3-(4,4-difluoropiperidin-1-yl)-7-methoxyquinoxalin-5-yl)ethyl)amino)benzoic acid